C1CC1CCC(C2=CC=C(C=C2)C#N)(C3=CC(=C(C=C3)F)NC(=O)C4=CC(=NN4C5=CC=CC(=C5)CN)C(=O)N)N (+)-N5-(5-(1-amino-1-(4-cyanophenyl)-3-cyclopropylpropyl)-2-fluorophenyl)-1-(3-(aminomethyl)phenyl)-1H-pyrazole-3,5-dicarboxamide